COC1=C(C=C(C=C1)NC(OC1=CC=C(C=C1)[N+](=O)[O-])=O)OCCCC(C)C 4-nitrophenyl (4-methoxy-3-((4-methylpentyl)oxy)phenyl)carbamate